N-delta-acetylornithine CC(=O)NCCCC(C(=O)[O-])[NH3+]